C1(CC1)NC(C1=C(C=C(C=C1NC)C1=CN=C2N1C=CC(=C2)OCCN(C)C)OC(F)F)=O N-cyclopropyl-2-(difluoromethoxy)-4-[7-[2-(dimethylamino)ethoxy]imidazo[1,2-a]pyridin-3-yl]-6-(methylamino)benzamide